tert-butyl 7-[7-({5-[(cyclopropanesulfonyl)methyl]pyridin-2-yl}amino)-1,2,3,4-tetrahydro-2,6-naphthyridin-2-yl]-8-methyl-1H,2H,3H-pyrido[2,3-b][1,4]oxazine-1-carboxylate C1(CC1)S(=O)(=O)CC=1C=CC(=NC1)NC1=NC=C2CCN(CC2=C1)C1=C(C2=C(OCCN2C(=O)OC(C)(C)C)N=C1)C